C1=CC=CC=2C3=CC=CC=C3C(C12)COC(NCC(NCOCC(C(=O)OCC1=CC=CC=C1)(C)C)=O)=O benzyl 1-(9H-fluoren-9-yl)-11,11-dimethyl-3,6-dioxo-2,9-dioxa-4,7-diazadodecan-12-oate